3-t-butoxycarbonyl-3,8-diazabicyclo[3.2.1]octane C(C)(C)(C)OC(=O)N1CC2CCC(C1)N2